2-methyl-8-(trifluoromethyl)imidazo[1,2-a]pyridin-6-amine hydrochloride Cl.CC=1N=C2N(C=C(C=C2C(F)(F)F)N)C1